[Si](C)(C)(C(C)(C)C)OCC1CC=2C(=C(N=CC2)Cl)O1 [(tert-butyldimethylsilyl)oxylmethyl]-7-chloro-2H,3H-furo[2,3-c]pyridine